[2-(4-nitro-2,1,3-benzoxadiazol-7-yl)aminoethyl-ethyl]Trimethylammonium [N+](=O)([O-])C1=CC=C(C2=NON=C21)NCCC(C)[N+](C)(C)C